ClC1=CC=C(N=N1)OC1=CC2=C(CN(C(O2)=O)CC2=C(C(=CC=C2)CN2C(NCC2)=O)F)C=C1 7-(6-chloro-3-pyridazinyloxy)-3-({2-fluoro-3-[(2-oxo-1-imidazolidinyl)methyl]phenyl}methyl)-3,4-dihydro-2H-1,3-benzoxazin-2-one